4-chloro-N-(1-((1-methyl-1H-imidazol-4-yl)sulfonyl)piperidin-4-yl)-5-(trifluoromethyl)pyrimidin-2-amine ClC1=NC(=NC=C1C(F)(F)F)NC1CCN(CC1)S(=O)(=O)C=1N=CN(C1)C